C[C@H]1N(CCN(C1=O)C)CCOC1=CC=C(C(=O)N2CC(C2)C(=O)NC2=CC=C(C=C2)N[C@@H]2C[C@@H](N(C3=CC=CC=C23)C(CC)=O)C)C=C1 1-(4-(2-((R)-2,4-Dimethyl-3-oxopiperazin-1-yl)ethoxy)benzoyl)-N-(4-(((2S,4R)-2-methyl-1-propionyl-1,2,3,4-tetrahydroquinolin-4-yl)amino)phenyl)azetidine-3-carboxamide